2-[(4-{[2-(dimethylamino)ethyl](methyl)amino}phenyl)amino]-6-(2-methoxyphenyl)-8-methyl-5-[2-(triisopropylsilyl)ethynyl]pyrido[2,3-d]pyrimidin-7-one CN(CCN(C1=CC=C(C=C1)NC=1N=CC2=C(N1)N(C(C(=C2C#C[Si](C(C)C)(C(C)C)C(C)C)C2=C(C=CC=C2)OC)=O)C)C)C